5-((6-bromopyridin-2-yl)amino)-1-(tert-butyl)-3-(4-nitrophenyl)-1H-pyrazole-4-carboxamide BrC1=CC=CC(=N1)NC1=C(C(=NN1C(C)(C)C)C1=CC=C(C=C1)[N+](=O)[O-])C(=O)N